methyl 2-[1-[6-methyl-2-(2-methyl-1-oxo-2,8-diazaspiro[4.5]decan-8-yl)-4-oxo-chromen-8-yl]ethylamino]benzoate CC=1C=C2C(C=C(OC2=C(C1)C(C)NC1=C(C(=O)OC)C=CC=C1)N1CCC2(CCN(C2=O)C)CC1)=O